(2R,3S)-1-chloro-3-tert-butyloxycarbonylamino-4-phenyl-2-butanol ClC[C@@H]([C@H](CC1=CC=CC=C1)NC(=O)OC(C)(C)C)O